CCO.CCO.CCO.O=[V] vanadium (V) oxytriethoxide